OCCCCCC1=C2CN(C(C2=CC=C1)=O)C1C(NC(CC1)=O)=O 3-(4-(5-hydroxypentyl)-1-oxoisoindolin-2-yl)piperidine-2,6-dione